[1-(3-bromo-2-fluoro-phenyl)-2-methyl-propyl]-N'-cyclopropyl-ethane-1,2-diamine TFA salt OC(=O)C(F)(F)F.BrC=1C(=C(C=CC1)C(C(C)C)C(CNC1CC1)N)F